C1(CC1)N(C(OC(C)(C)C)=O)C1CCN(CC1)C=1C2=CN(N=C2C(=CC1)C(NC=1N=C2N(C=C(N=C2CN2N=CC=C2)C)C1)=O)C tert-butyl N-cyclopropyl-N-[1-[2-methyl-7-[[6-methyl-8-(pyrazol-1-ylmethyl)imidazo[1,2-a]pyrazin-2-yl]carbamoyl]indazol-4-yl]-4-piperidyl]carbamate